(S)-1-(3'-(hydroxymethyl)-4'-(3-(5-(trifluoromethyl)pyridin-2-yloxy)pyrrolidin-1-yl)biphenyl-2-yl)ethanone OCC=1C=C(C=CC1N1C[C@H](CC1)OC1=NC=C(C=C1)C(F)(F)F)C1=C(C=CC=C1)C(C)=O